N(Cl)Cl Dichloramin